Ethyl 5-(3-(4-fluoro-4-methylpent-1-ynyl)phenoxy)-1H-1,2,3-triazole-4-carboxylate FC(CC#CC=1C=C(OC2=C(N=NN2)C(=O)OCC)C=CC1)(C)C